COC(=O)C=1C=CC=2N(C1)N=C(N2)N 2-amino[1,2,4]triazolo[1,5-a]pyridine-6-carboxylic acid methyl ester